C[C@]1([C@H](OCC2=CC=CC=C2)[C@@H](OCC2=CC=CC=C2)[C@H](OCC2=CC=CC=C2)[C@H](O1)CO[SiH](C)C)O[C@@H]1[C@H](O[C@@H]([C@H]([C@@H]1OCC1=CC=CC=C1)OCC1=CC=CC=C1)COCC1=CC=CC=C1)F 2-O-(methyl-2,3,4-tri-O-benzyl-6-O-dimethylsilyl-α-D-glucopyranosyl)-3,4,6-tri-O-benzyl-α-D-mannopyranosyl fluoride